methyl-4-((1S,3R)-3-((S)-5-(3,5-difluorophenyl)-3-oxo-6,7-dihydro-3H-pyrrolo[2,1-c][1,2,4]triazol-2(5H)-yl)cyclobutoxy)picolinonitrile CC=1C(=NC=CC1OC1CC(C1)N1N=C2N(C1=O)[C@@H](CC2)C2=CC(=CC(=C2)F)F)C#N